NCCCNC(=O)C12CC(C1)(C2)C(F)(F)C2=CC(=NC(=C2)N2CCN(CC2)S(=O)(=O)C2=CC=C(C=C2)N2C(C[C@H](C2)N)=O)Cl N-(3-aminopropyl)-3-[[2-chloro-6-[4-[4-[(4R)-4-amino-2-oxo-pyrrolidin-1-yl]phenyl]sulfonylpiperazin-1-yl]-4-pyridinyl]-difluoro-methyl]bicyclo[1.1.1]pentane-1-carboxamide